FC=1C=C(C=C(C1)C1=NOC(=N1)C)C1=CC=CC=2N1N=CC2C(=O)N2CCCCC2 (7-(3-fluoro-5-(5-methyl-1,2,4-oxadiazol-3-yl)phenyl)pyrazolo[1,5-a]pyridin-3-yl)(piperidin-1-yl)methanone